7-fluoro-2-((4'-(1-morpholinoethyl)-[1,1'-biphenyl]-3-yl)methyl)imidazo[1,2-c]quinazolin-5-amine FC1=CC=CC=2C=3N(C(=NC12)N)C=C(N3)CC=3C=C(C=CC3)C3=CC=C(C=C3)C(C)N3CCOCC3